FC1=C(C=C(O[C@H](C(=O)Cl)CC)C=C1)C(F)(F)F (S)-2-(4-fluoro-3-trifluoromethylphenoxy)butanoyl chloride